(2s,4s)-N-((1s,3s)-3-(4-fluoro-3-isopropylphenyl)cyclobutyl)-N-methyl-6-oxo-7-oxa-5-azaspiro[3.4]octane-2-carboxamide FC1=C(C=C(C=C1)C1CC(C1)N(C(=O)C1CC2(C1)NC(OC2)=O)C)C(C)C